(3R)-3-[4-(4-piperidyl)anilino]piperidine-2,6-dione N1CCC(CC1)C1=CC=C(N[C@H]2C(NC(CC2)=O)=O)C=C1